S1C=NC2=C1C=C(C=C2)\C=C\2/N=C(NC2=O)NCC2=C(C=C(C=C2)C)C (4Z)-4-(1,3-Benzothiazol-6-ylmethylene)-2-[(2,4-dimethylphenyl)methylamino]-1H-imidazol-5-one